(1-(3-amino-5-chloropyridin-4-yl)piperidin-4-yl)(4-methylpiperazin-1-yl)methanone NC=1C=NC=C(C1N1CCC(CC1)C(=O)N1CCN(CC1)C)Cl